4-((4'-bromo-[1,1'-biphenyl]-4-yl)(hydroxy)methyl)benzonitrile BrC1=CC=C(C=C1)C1=CC=C(C=C1)C(C1=CC=C(C#N)C=C1)O